BrC(C)C1=NC2=CC=CC(=C2C(N1C1CCC1)=O)F 2-(1-bromoethyl)-3-cyclobutyl-5-fluoroquinazolin-4(3H)-one